(3-bromo-1H-indazol-6-yl)-(4,4-difluoro-1-piperidyl)methanone BrC1=NNC2=CC(=CC=C12)C(=O)N1CCC(CC1)(F)F